CCN(CC)C(=S)[S-] The molecule is a member of the class of dithiocarbamate anions resulting from the removal of the proton from the dithiocarbamic acid moiety of diethyldithiocarbamic acid. It is a conjugate base of a diethyldithiocarbamic acid.